((5-iodo-2-(methylamino)-3-(phenethylcarbamoyl)pyridin-4-yl)methyl)carbamic acid tert-butyl ester C(C)(C)(C)OC(NCC1=C(C(=NC=C1I)NC)C(NCCC1=CC=CC=C1)=O)=O